C(C)(=O)C=1C(=NN2C1NC(=C(C2=O)C2=CC=C(C=C2)OC)C)C2=CC=CC=C2 3-acetyl-6-(4-methoxyphenyl)-5-methyl-2-phenylpyrazolo[1,5-a]pyrimidin-7(4H)-one